N-(2-(6-amino-8-((6-(furan-2-yl)benzo[d][1,3]dioxol-5-yl)thio)-9H-purin-9-yl)ethyl)-2-methylpropane-2-sulfonamide NC1=C2N=C(N(C2=NC=N1)CCNS(=O)(=O)C(C)(C)C)SC1=CC2=C(OCO2)C=C1C=1OC=CC1